C1(CC1)C=1C(=NON1)C(=O)N[C@H](C=1N=C2N(N=CC(=C2)CN2C(NC[C@H](C2)C)=O)C1)C1CCC(CC1)(F)F |o1:25| 4-cyclopropyl-N-((S)-(4,4-difluorocyclohexyl)(7-(((R*)-5-methyl-2-oxotetrahydropyrimidin-1(2H)-yl)methyl)imidazo[1,2-b]pyridazin-2-yl)methyl)-1,2,5-oxadiazole-3-carboxamide